2-ethyl-3-methyl-4H-benzopyran-4-one C(C)C=1OC2=C(C(C1C)=O)C=CC=C2